(1r,3r)-3-(5-(difluoromethyl)-1H-pyrazol-1-yl)cyclobutyl 4-nitrobenzoate [N+](=O)([O-])C1=CC=C(C(=O)OC2CC(C2)N2N=CC=C2C(F)F)C=C1